NCCNC1CN(C1)CC1=CC=C(C=C1)C1=CC=C(C=C1)C1=C(C2=C(NC(=N2)OC=2C=CC(=C(C(=O)O)C2)C)C=C1F)F 5-((5-(4'-((3-((2-aminoethyl)amino)azetidin-1-yl)methyl)-[1,1'-biphenyl]-4-yl)-4,6-difluoro-1H-benzo[d]imidazol-2-yl)oxy)-2-methylbenzoic acid